2-morpholinoethyl-amine O1CCN(CC1)CCN